CN(NC1=CC=CC(=N1)C=1C=C2CN(C(C2=CC1)=O)C1C(NC(CC1)=O)=O)C 3-{5-[6-(2,2-dimethylhydrazin-1-yl)pyridin-2-yl]-1-oxo-2,3-dihydro-1H-isoindol-2-yl}piperidine-2,6-dione